fluoro-6-methoxyaniline FNC1=CC=CC=C1OC